5-{7-[(5-amino-3,3-dimethylpentyl)oxy]-1-fluoro-3-hydroxynaphthalen-2-yl}-1λ6,2,5-thiadiazolidine-1,1,3-trione NCCC(CCOC1=CC=C2C=C(C(=C(C2=C1)F)N1CC(NS1(=O)=O)=O)O)(C)C